ClC=1C=C(C(=O)N[C@@H](C)C2=NC=NN2C2=NC=C(C=C2)CO)C=C(C1)C(F)(F)F 3-chloro-N-[(1S)-1-{1-[5-(hydroxymethyl)pyridin-2-yl]-1H-1,2,4-triazol-5-yl}ethyl]-5-(trifluoromethyl)benzamide